7-[3-(methoxymethyl)-7-oxo-4,5-dihydro-1H-pyrazolo[3,4-c]pyridin-6-yl]-2-methyl-3,4-dihydroisoquinolin-1-one COCC1=NNC=2C(N(CCC21)C2=CC=C1CCN(C(C1=C2)=O)C)=O